2-(3,4-dichlorophenyl)-1-ethyl-4-oxo-6-[[4-(trifluoromethyl)imidazol-1-yl]methyl]pyridine-3-carboxylic acid ClC=1C=C(C=CC1Cl)C=1N(C(=CC(C1C(=O)O)=O)CN1C=NC(=C1)C(F)(F)F)CC